CN(C1=CC=CC=C1)C1=CC=C(C=C1)C1CN(C1)C(CC[C@H]1NC(OC1)=O)=O (4R)-4-[3-[3-[4-(N-Methylanilino)phenyl]azetidin-1-yl]-3-oxo-propyl]oxazolidin-2-one